C(C)OC([C@H](C(C)C)NC(=O)C1=CN=C(O1)C=1C=C(C=CC1)C1=NNC(=C1)C(=O)OC(C)(C)C)=O (S)-tert-butyl 3-(3-(5-((1-ethoxy-3-methyl-1-oxobutan-2-yl)carbamoyl)oxazol-2-yl)phenyl)-1H-pyrazole-5-carboxylate